Potassium ((3-oxa-9-azaspiro[5.5]undecan-1-yl)methyl)trifluoroborate C1(COCCC12CCNCC2)C[B-](F)(F)F.[K+]